C(C)(C)(C)O[C@@H](C)[C@H]1C(NC=2C(=NC(=NC2N1C)NC1CC(C1)OC1=CC(=C(C(=C1)F)F)F)C)=O (S)-7-((S)-1-(tert-butoxy)ethyl)-4,8-dimethyl-2-(((1r,3S)-3-(3,4,5-trifluorophenoxy)cyclobutyl)amino)-7,8-dihydropteridin-6(5H)-one